NC=1C=NC(=NC1)C=1C=C(C=C(C1)Cl)[C@@H]1COC[C@H](N1C(C=C)=O)C 1-((3R,5R)-3-(3-(5-aminopyrimidin-2-yl)-5-chlorophenyl)-5-methylmorpholino)prop-2-en-1-one